dimethylaminoethylbenzyl acrylate chloride salt [Cl-].C(C=C)(=O)OC(C1=CC=CC=C1)CCN(C)C